NC1=NC(=NC=2C(=C3C(=CC12)OC(O3)(F)F)F)N3CCN(CC3)C(=O)OC(C)(C)C tert-Butyl 4-(8-amino-2,2,4-trifluoro-[1,3]dioxolo[4,5-g]quinazolin-6-yl)piperazine-1-carboxylate